C(C1=CC=CC=C1)OC1=CC(=NC=C1)N 4-benzyloxypyridine-2-amine